2-[3-(2,6-dioxo-3-piperidinyl)phenoxy]acetic acid O=C1NC(CCC1C=1C=C(OCC(=O)O)C=CC1)=O